3-Bromo-4-methoxybenzaldehyde BrC=1C=C(C=O)C=CC1OC